(3R,4R)-4-{[5-(2,4-difluoro-phenyl)-isoxazole-3-carbonyl]-amino}-1-isopropyl-piperidine-3-carboxylic acid ((1R)-1-pyridin-2-yl-ethyl)-amide N1=C(C=CC=C1)[C@@H](C)NC(=O)[C@@H]1CN(CC[C@H]1NC(=O)C1=NOC(=C1)C1=C(C=C(C=C1)F)F)C(C)C